pyrazino[2,1-c][1,4]oxazine-9-carboxylic acid C=1OC=CN2C1C(=NC=C2)C(=O)O